6-(4-(((3r,4r)-4-hydroxy-3-(4-methyl-1-oxo-1,3-dihydroisobenzofuran-5-yl)piperidin-1-yl)methyl)-1H-pyrazol-1-yl)-4-methylpyridine-3-carbonitrile O[C@H]1[C@@H](CN(CC1)CC=1C=NN(C1)C1=CC(=C(C=N1)C#N)C)C=1C(=C2COC(C2=CC1)=O)C